C(C)(C)(C)C1=CC=C(C=C1)C(C(=O)O)CC(C(=O)O)C(=O)OCC 2-(4-(tert-butyl)phenyl)-4-(ethoxycarbonyl)pentanedioic acid